FC=1C=C(C=NC1)CN1C(N(C2=NC=C(C=C21)C2=CC(=C(C(=C2)F)F)F)C)=O 1-[(5-fluoro-3-pyridyl)methyl]-3-methyl-6-(3,4,5-trifluorophenyl)imidazo[4,5-b]pyridin-2-one